C(C)(C)(C)OC(=O)N1CCN(CC1)C1=C(C=C(C=C1)NCCC(=O)N1CCC(CC1)CBr)C(F)(F)F 4-(4-((3-(4-(bromomethyl)piperidin-1-yl)-3-oxopropyl)amino)-2-(trifluoromethyl)phenyl)piperazine-1-carboxylic acid tert-butyl ester